NC=1N=CC(=NC1C)C#CC=1C=C(C=CC1C)NC(=O)C1=CC=C2[C@H](CCOC2=C1)N1CCN(CC1)C (S)-N-(3-((5-amino-6-methylpyrazin-2-yl)ethynyl)-4-methylphenyl)-4-(4-methylpiperazin-1-yl)chroman-7-carboxamide